1-(2-chlorophenyl)-4-((isoxazol-5-yl-methyl)amino)-7-(trifluoromethyl)pyrido[2,3-d]pyrimidin-2(1H)-one ClC1=C(C=CC=C1)N1C(N=C(C2=C1N=C(C=C2)C(F)(F)F)NCC2=CC=NO2)=O